COC=1C=2N(C=C(N1)C=1CN(CC1)C(=O)OC(C)(C)C)C=CN2 tert-butyl 3-(8-methoxyimidazo[1,2-a]pyrazin-6-yl)-2,5-dihydro-1H-pyrrole-1-carboxylate